1-(5-Chloro-2-((6-methoxy-2-methyl-1,2,3,4-tetrahydroisoquinolin-7-yl)amino)pyrimidin-4-yl)-N-hydroxy-N-methylindoline-3-carboxamide ClC=1C(=NC(=NC1)NC1=C(C=C2CCN(CC2=C1)C)OC)N1CC(C2=CC=CC=C12)C(=O)N(C)O